ethyl-(2,2,3,3,3-pentafluoro-n-propyl)ether C(C)OCC(C(F)(F)F)(F)F